N(=NC(C)(C)C(N)=N)C(C)(C)C(N)=N 2,2'-azobis-(2-amidinopropane)